OC=1C(=NC=CC1)N hydroxy-2-amino-pyridine